4-[7-(2-chloro-4-methylsulfonylmethyl-phenyl)-5-oxa-8-aza-spiro[2.6]non-8-yl]-6-methyl-pyrimidin-2-ylamine ClC1=C(C=CC(=C1)CS(=O)(=O)C)C1COCC2(CC2)CN1C1=NC(=NC(=C1)C)N